(1-methylethenyl)phosphinic acid CC(=C)P(O)=O